2-(2,2-difluorocyclopentyl)ethan-1-amine FC1(C(CCC1)CCN)F